N-[3-[1-Isobutyl-3-(3-methoxyazetidin-1-yl)pyrazolo[4,3-c]pyridin-6-yl]-1-tetrahydropyran-2-yl-pyrazol-4-yl]-4-azaspiro[2.5]octane-4-carboxamide C(C(C)C)N1N=C(C=2C=NC(=CC21)C2=NN(C=C2NC(=O)N2C1(CC1)CCCC2)C2OCCCC2)N2CC(C2)OC